5-{2-[2-(3,3-difluoroazetidin-1-yl)acetamido]imidazo[1,2-b]pyridazin-6-yl}-N-[(1R)-1-[2-fluoro-5-(trifluoromethoxy)phenyl]ethyl]-2-methylpyridin-3-carboxamide FC1(CN(C1)CC(=O)NC=1N=C2N(N=C(C=C2)C=2C=C(C(=NC2)C)C(=O)N[C@H](C)C2=C(C=CC(=C2)OC(F)(F)F)F)C1)F